1,2,3,4-tetrahydronaphthalene-1,6-diamine C1(CCCC2=CC(=CC=C12)N)N